((4-nitrophenyl)methyl)sulfonamide [N+](=O)([O-])C1=CC=C(C=C1)CS(=O)(=O)N